COC1=CC(=C2C(C(=COC2=C1)C1=CC=CC=C1)=O)C 7-methoxy-5-methyl-isoflavone